tert-butyl 7-((3-((dimethylamino)methyl)-4-morpholinophenyl)amino)-4-(1-methyl-1H-pyrrolo[2,3-b]pyridin-4-yl)-3-oxo-1,3-dihydro-2H-pyrrolo[3,4-c]pyridine-2-carboxylate CN(C)CC=1C=C(C=CC1N1CCOCC1)NC=1C2=C(C(=NC1)C1=C3C(=NC=C1)N(C=C3)C)C(N(C2)C(=O)OC(C)(C)C)=O